C(C=C)(=O)N1C[C@@H](N(CC1)C=1C2=C(N(C(N1)=O)C1=C(C=CC=C1C)C(C)C)N=C(C(=C2)F)C2=C(C=C(C=C2)NC(=O)NCCOCCOC)F)C (S)-1-(4-(4-(4-propenoyl-2-methylpiperazin-1-yl)-6-fluoro-1-(2-isopropyl-6-methylphenyl)-2-oxo-1,2-dihydropyrido[2,3-d]pyrimidin-7-yl)-3-fluorophenyl)-3-(2-(2-methoxyethoxy)ethyl)urea